OC1=C(C(N(C2=NC=CC=C12)CCN1CCOCC1)=O)C(=O)OCC ethyl 4-hydroxy-1-(2-morpholinoethyl)-2-oxo-1,2-dihydro-1,8-naphthyridine-3-carboxylate